((1R,3S,5S)-3-(2-amino-6-oxo-1H-purin-9(6H)-yl)-2-methylene-5-(undecanoyloxy) cyclopentyl) undecanoate C(CCCCCCCCCC)(=O)O[C@@H]1C([C@H](C[C@@H]1OC(CCCCCCCCCC)=O)N1C=2N=C(NC(C2N=C1)=O)N)=C